N-{4-[2-(2-chlorophenyl)acetylamino]pyridin-2-yl}-N-(2-fluorophenyl)acetamide ClC1=C(C=CC=C1)CC(=O)NC1=CC(=NC=C1)N(C(C)=O)C1=C(C=CC=C1)F